C(C)NC1(CCC2(CN(C(N2CC2(CCC2)O)=O)C=2C=NC(=NC2)C(F)(F)F)CC1)C1=CC=CC=C1 8-(ethylamino)-1-((1-hydroxycyclobutyl)methyl)-8-phenyl-3-(2-(trifluoromethyl)pyrimidin-5-yl)-1,3-diazaspiro[4.5]decan-2-one